COC1=CC(=C(C=C1)C1=NOC(=N1)C1=CC2=C(N(N=N2)CC(C)(O)C)C=C1)C 1-{5-[3-(4-methoxy-2-methylphenyl)-1,2,4-oxadiazol-5-yl]-1H-1,2,3-benzo-triazol-1-yl}-2-methylpropan-2-ol